(+)-3-(2-amino-benzooxazol-5-yl)-1-((S)-2-methyl-2-tetrahydro-furan-2-yl-propyl)-1H-pyrazolo[3,4-d]pyrimidine-4,6-diamine NC=1OC2=C(N1)C=C(C=C2)C2=NN(C1=NC(=NC(=C12)N)N)CC(C)([C@H]1OCCC1)C